C(C)C1(C(NC(C(C1C1=C(C(=CC=C1)F)CC(F)F)(C(=O)O)C)CF)COC(C)=O)C(=O)O.CC=1C=C2C(=C(OC(=O)C2=CC1)C1=CC=CC=C1)C1=CC=CC=C1 6-methyl-3,4-diphenyl-isocoumarin 3-ethyl-5-methyl-2-(acetoxymethyl)-4-(2-(2,2-difluoroethyl)-3-fluorophenyl)-6-(fluoromethyl)-1,4-dihydropyridine-3,5-dicarboxylate